ClC1=CC2=C(C=C3N2C(=NN(C3=O)CC(=O)NC3(CC(C3)O)C)C(C)C)S1 2-(2-Chloro-5-isopropyl-8-oxothieno[2',3':4,5]pyrrolo[1,2-d][1,2,4]triazin-7(8H)-yl)-N-((1r,3r)-3-hydroxy-1-methyl-cyclobutyl)acetamide